7-(1-(2-Hydroxy-2-methylpropyl)-1H-pyrazol-4-yl)-1-isopropyl-3-methyl-8-(2-morpholinothiazol-5-yl)-3,6-dihydroimidazo[4,5-d]pyrrolo[2,3-b]pyridin-2(1H)-one OC(CN1N=CC(=C1)C1=C(C=2C(=NC=C3C2N(C(N3C)=O)C(C)C)N1)C1=CN=C(S1)N1CCOCC1)(C)C